FC1=C(C=CC=C1)S(=O)(C)=NCC1=CC=C(C(N)=NO)C=C1 4-((((2-fluorophenyl)(methyl)(oxo)-λ6-sulfanylidene)amino)methyl)-N'-hydroxybenzimidamide